6-chloro-4-{4-hydroxy-4-[6-methyl-3-(prop-2-yloxy)pyridin-2-yl]piperidin-1-yl}-1-methyl-2-oxo-1,2-dihydro-1,5-naphthyridine-3-carbonitrile ClC=1N=C2C(=C(C(N(C2=CC1)C)=O)C#N)N1CCC(CC1)(C1=NC(=CC=C1OC(C)C)C)O